4-chloro-2-[6-(trifluoromethyl)imidazo[1,2-a]pyridin-3-yl]pyrimidine ClC1=NC(=NC=C1)C1=CN=C2N1C=C(C=C2)C(F)(F)F